C(#N)C1=CC=C(C=C1)C(C1=CC=C(C(=O)O)C=C1)OC1=CC=C2C(CCOC2=C1C(C)C)=O 4-((4-cyanophenyl)((8-isopropyl-4-oxochroman-7-yl)oxy)methyl)benzoic acid